C1(CC1)N1N=C(C(=N1)CNC)C1=C(C(=CC=C1)[N+](=O)[O-])F 1-(2-cyclopropyl-5-(2-fluoro-3-nitrophenyl)-2H-1,2,3-triazol-4-yl)-N-methylmethanamine